5-Cyano-N-(3-(isoxazol-4-yl)-1H-indazol-5-yl)-4-methoxy-3-methylpicolinamide C(#N)C=1C(=C(C(=NC1)C(=O)NC=1C=C2C(=NNC2=CC1)C=1C=NOC1)C)OC